(-)-(4-(6-((4,4-difluorocyclohexyl)amino)-2-(3,5-dimethyl-1H-pyrazol-1-yl)pyrimidin-4-yl)morpholin-2-yl)methanol 5-deoxyglucuronate O=C[C@H](O)[C@@H](O)[C@H](O)CC(=O)OCC1CN(CCO1)C1=NC(=NC(=C1)NC1CCC(CC1)(F)F)N1N=C(C=C1C)C